tert-Butyl 4-(3-fluoroazetidin-1-yl)-5,6-dihydropyrido[3,4-d]pyrimidine-7(8H)-carboxylate FC1CN(C1)C=1C2=C(N=CN1)CN(CC2)C(=O)OC(C)(C)C